CC=1C=C(COC2=CC=C(OCCOCCNC3CCCC3)C=C2)C=CC1 N-(2-(2-(4-(3-methylbenzyloxy)phenoxy)ethoxy)ethyl)cyclopentylamine